C1(=CC=CC=C1)OC(=O)C=1C(=CC=2N(C1)C=C(N2)C(C)(C)C)OCC2=CC=CC=C2 7-(benzyloxy)-2-(tert-butyl)imidazo[1,2-a]Pyridine-6-carboxylic acid phenyl ester